C1(=CC=C(C=C1)N=C=NC1=CC=C(C=C1)C)C 1,3-di-para-tolylcarbodiimide